tert-butyl 3-(2-(tert-butoxy)-2-oxoethoxy)-4-chloro-5-(3-hydroxyphenyl)thiophene-2-carboxylate C(C)(C)(C)OC(COC1=C(SC(=C1Cl)C1=CC(=CC=C1)O)C(=O)OC(C)(C)C)=O